3,5-bistrifluoromethyl-1,3,4-oxadiazole FC(N1COC(=N1)C(F)(F)F)(F)F